(S)-(6-(3-Chloro-1H-pyrazol-4-yl)-1-(2-(dimethylamino)ethyl)-1H-indol-3-yl)(6-methoxychroman-3-yl)methanone ClC1=NNC=C1C1=CC=C2C(=CN(C2=C1)CCN(C)C)C(=O)[C@@H]1COC2=CC=C(C=C2C1)OC